OC1=C(C=C(C=C1)COC(C(=C)C)=O)N1N=C2C(=N1)C=CC=C2 2-[2-hydroxy-5-(methacryloyloxymethyl)phenyl]-2H-benzotriazole